methyl 2-methyl-5-(3-methyl-5-(4,4,5,5-tetramethyl-1,3,2-dioxaborolan-2-yl)phenoxy)benzoate CC1=C(C(=O)OC)C=C(C=C1)OC1=CC(=CC(=C1)B1OC(C(O1)(C)C)(C)C)C